ClC=1C=C2CCC[C@]3(C2=CC1)CN(C1=C(OC3)C=CC(=C1)C(=O)OC(C)(C)C)C[C@H]1[C@@H](CC1)\C=C\C(=O)OCC (S)-TERT-BUTYL 6'-CHLORO-5-(((1R,2S)-2-((E)-3-ETHOXY-3-OXOPROP-1-EN-1-YL)CYCLOBUTYL)METHYL)-3',4,4',5-TETRAHYDRO-2H,2'H-SPIRO[BENZO[B][1,4]OXAZEPINE-3,1'-NAPHTHALENE]-7-CARBOXYLATE